ClC=1C=CC(=NC1)C=1CN(CC1)C(=O)OC(C)(C)C tert-Butyl 3-(5-chloropyridin-2-yl)-2,5-dihydro-1H-pyrrole-1-carboxylate